[N].N1C=CN=C2C=CC=3C(=C12)C=CN3 pyrroloquinoxaline nitrogen